(1R,2S)-1-(2,5-difluorophenyl)-2-(hydroxymethyl)cyclopropane-1-carboxylic acid FC1=C(C=C(C=C1)F)[C@@]1([C@H](C1)CO)C(=O)O